OCCNCCCCCCCC(=O)OCC#CCCCCC oct-2-yn-1-yl 8-((2-hydroxyethyl)amino)octanoate